imidazole compound with ammonium [NH4+].N1C=NC=C1